CN1CCC2(CC(=NO2)[C@@H]2CC[C@H](CC2)C2=NN=C(N2C)[C@@H](C)OC2=CC(=CC=C2)C(C)C)CC1 8-methyl-3-[trans-4-(4-methyl-5-{(1R)-1-[3-(propan-2-yl)phenoxy]ethyl}-4H-1,2,4-triazol-3-yl)cyclohexyl]-1-oxa-2,8-diazaspiro[4.5]dec-2-ene